5-Amino-3-[6-[2-[(5-tert-butylisoxazol-3-yl)amino]-2-oxo-ethyl]-3-pyridyl]-1-isopropyl-pyrazole-4-carboxamide NC1=C(C(=NN1C(C)C)C=1C=NC(=CC1)CC(=O)NC1=NOC(=C1)C(C)(C)C)C(=O)N